CN(C)CC=1C=C(COC(CC(CCCCCCCC)CCCCCCCC)=O)C=C(C1)COC(CCCCCCCOC(CCCCCCC)=O)=O 3-((dimethylamino)methyl)-5-(((8-(octanoyloxy)octanoyl)oxy)methyl)benzyl-3-octylundecanoate